CNC1(COC1)C1=NC2=CC=C(C=C2C=C1)CN1C[C@H](CC1)OC=1C=C2CN(C(C2=CC1)=O)C1C(NC(CC1)=O)=O 3-(5-(((S)-1-((2-(3-(Methylamino)oxetan-3-yl)quinolin-6-yl)methyl)pyrrolidin-3-yl)oxy)-1-oxoisoindolin-2-yl)piperidine-2,6-dione